(2RS,5SR)-6-ethyl-2,10,10-trimethyl-1-oxaspiro[4.5]deca-3,6-diene C(C)C=1[C@]2(C=C[C@H](O2)C)C(CCC1)(C)C |r|